N[C@@H](C(=O)NC1=CC(=C(C=C1)C1=C2C(=NC=C1)NC=C2)C)C(C)(C)O (2R)-2-Amino-3-hydroxy-3-methyl-N-[3-methyl-4-(1H-pyrrolo[2,3-b]pyridin-4-yl)phenyl]butanamide